S1C2=C(C=C1C=NN=C1N=C3/C(=C/N4C1=CC=C4)/C=C(C=C3)Br)C=CC=C2 (S,E)-11-[(Benzo[b]thiophen-2-ylmethylene)hydrazono]-7-bromo-pyrrolo[2,1-c][1,4]Benzodiazepine